N,N,1-trimethyl-1H-indazole-6-carboxamide CN(C(=O)C1=CC=C2C=NN(C2=C1)C)C